ClC1=NC(=CC(=N1)N1[C@@H](COCC1)C)Cl (3R)-4-(2,6-dichloropyrimidin-4-yl)-3-methylmorpholine